COC1=CC(=CC=C1O)\C=C\C(=O)CC(=O)\C=C\C1=CC=C(O)C(OC)=C1.[Nb] Niobium curcumin